FC1=CC=C(C(=O)NC(C(=O)NC2=CC=C(C=C2)S(=O)(=O)CC(C)(C)C)CC2=CC=CC=C2)C=C1 4-Fluoro-N-(1-(4-(2,2-dimethyl-propylsulfonyl)phenylamino)-1-oxo-3-phenylpropan-2-yl)benzamide